ClC=1N=C2C(=CC(N(C2=CC1)C)=O)N1CCC(CC1)C=1OC2=C(N1)C=C(C=C2)C 6-chloro-1-methyl-4-(4-(5-methylbenzo[d]oxazol-2-yl)piperidin-1-yl)-1,5-naphthyridin-2(1H)-one